6,6',6''-(((nitrilotris(ethane-2,1-diyl))tris(azanediyl))tris(methylene))tris(3-hydroxy-4H-pyran-4-one) N(CCNCC1=CC(C(=CO1)O)=O)(CCNCC1=CC(C(=CO1)O)=O)CCNCC1=CC(C(=CO1)O)=O